C(C)(C)(C)OC([C@@H](CC=1C=C(C=CC1)B(O)O)[C@@H]1CN(CC1)C(=O)OC(C)(C)C)=O [3-[(2S)-3-tert-butoxy-2-[(3R)-1-tert-butoxycarbonylpyrrolidin-3-yl]-3-oxo-propyl]phenyl]boronic acid